COC1=CC=2N(C(C(=C(N2)C(F)(F)F)C=2C=NN(C2)C2=CC(=CC=C2)C(F)(F)F)=O)C=C1 8-methoxy-2-(trifluoromethyl)-3-(1-(3-(trifluoromethyl)phenyl)-1H-pyrazol-4-yl)-4H-pyrido[1,2-a]pyrimidin-4-one